glucose-14C O=[14CH][C@H](O)[C@@H](O)[C@H](O)[C@H](O)CO